ethyl 3-nitrocyclobutanecarboxylate [N+](=O)([O-])C1CC(C1)C(=O)OCC